N-[(2S,3R,4S)-2-[(2,2'-difluoro-5'-methyl-[1,1'-biphenyl]-3-yl)methyl]-4-fluoro-1-(oxetane-2-carbonyl)pyrrolidin-3-yl]-ethanesulfonamide FC1=C(C=CC=C1C[C@@H]1N(C[C@@H]([C@@H]1NS(=O)(=O)CC)F)C(=O)C1OCC1)C1=C(C=CC(=C1)C)F